N-(3-Aminopyrazin-2-yl)sulfonyl-6-tert-butyl-2-(2,4,6-trimethylphenoxy)pyridin-3-carboxamid NC=1C(=NC=CN1)S(=O)(=O)NC(=O)C=1C(=NC(=CC1)C(C)(C)C)OC1=C(C=C(C=C1C)C)C